2-(2,2-difluoro-1-methyl-ethyl)pyrazole-3-carboxylic acid FC(C(C)N1N=CC=C1C(=O)O)F